3-(5-bromofuran-2-yl)-5,6,7,8-tetrahydroimidazo[1,2-a]pyrazine hydrochloride Cl.BrC1=CC=C(O1)C1=CN=C2N1CCNC2